2,3,3-trihydroxypropionic acid OC(C(=O)O)C(O)O